CONC(=O)C=1C(OC(C1C=1NC(=CC1)C)CCCCC)=C=O n-methoxy-4-(5-methyl-1H-pyrrol-2-yl)-2-carbonyl-5-pentyl-2,5-dihydrofuran-3-carboxamide